BrC1=CC=2C3=C(C=NC2C=C1)N(C(C31COC1)=O)C 8'-Bromo-3'-methylspiro[oxetane-3,1'-pyrrolo[2,3-c]quinolin]-2'(3'H)-one